C(C)(C)(C)C1=CC=C(C=C1)C1CC(C(NC1)=O)C1=CC=C(C=C1)F 5-(4-tert-butylphenyl)-3-(4-fluorophenyl)piperidin-2-one